C(C=C)(=O)SC[C@@H](C(=O)O)N (R)-3-(acryloylthio)-2-aminopropionic acid